CN1N=CC(=C1)C#CC=1N=CSC1C(=O)N 4-((1-methyl-1H-pyrazol-4-yl)ethynyl)thiazole-5-carboxamide